Phthalic acid chloride C(C=1C(C(=O)Cl)=CC=CC1)(=O)Cl